COC1=CC(=CC(=C1)C(C)(\C(=C\CCCC)\C1=CC=CC=C1)C)OC (E)-1,3-dimethoxy-5-(2-methyl-3-phenyloct-3-en-2-yl)benzene